NC1=C(C(=NC(=C1)C1CC1)OC)C(C)=O (4-amino-6-cyclopropyl-2-methoxypyridin-3-yl)ethan-1-one